2-nitro-4-(trifluoromethyl)benzene-1-carbaldehyde [N+](=O)([O-])C1=C(C=CC(=C1)C(F)(F)F)C=O